N-(4-cyanophenyl)-2-(6-phenylimidazo[1,5-a]pyridin-5-yl)propanamide C(#N)C1=CC=C(C=C1)NC(C(C)C1=C(C=CC=2N1C=NC2)C2=CC=CC=C2)=O